C1N(CC12CCNCC2)C=2C=1OCC(N3C=CC(C(=CC2F)C31)=O)C 6-(2,7-diazaspiro[3.5]nonan-2-yl)-7-fluoro-2-methyl-4-oxa-1-azatricyclo[7.3.1.05,13]tridecane-5(13),6,8,11-tetraen-10-one